FC=1C=CC=C2C=C(NC(C12)=O)C1CN(CC1)C(=O)OC(C)(C)C tert-butyl 3-(8-fluoro-1-oxo-1,2-dihydroisoquinolin-3-yl)pyrrolidine-1-carboxylate